4-(Pyridin-4-yl)benzyl 5-acetyl-2,6-dimethyl-4-(thieno[2,3-b]pyridin-3-yl)-1,4-dihydropyridine-3-carboxylate C(C)(=O)C=1C(C(=C(NC1C)C)C(=O)OCC1=CC=C(C=C1)C1=CC=NC=C1)C1=CSC2=NC=CC=C21